N-(1-(2-Chloropyrimidin-4-yl)piperidin-4-yl)-N-phenylpropionamide ClC1=NC=CC(=N1)N1CCC(CC1)N(C(CC)=O)C1=CC=CC=C1